N-(3-CHLORO-4-(TRIFLUOROMETHOXY)PHENYL)-6-METHOXY-2-(TRIFLUOROMETHYL)-1H-IMIDAZO[4,5-B]PYRAZIN-5-AMINE ClC=1C=C(C=CC1OC(F)(F)F)NC=1N=C2C(=NC1OC)NC(=N2)C(F)(F)F